(2R)-4-(5-amino-1-methyl-benzimidazol-2-yl)-2-(tert-butoxycarbonylamino)butanoic acid NC1=CC2=C(N(C(=N2)CC[C@H](C(=O)O)NC(=O)OC(C)(C)C)C)C=C1